3-oxo-3H-spiro[isobenzofuran-1,9'-xanthene]-6-carboxylic acid O=C1OC2(C3=CC=CC=C3OC=3C=CC=CC23)C2=CC(=CC=C12)C(=O)O